ethyl (1R,5S,6r)-3-(2,4-dichloro-3-((1,4-dimethyl-6-(trifluoromethyl)-1H-benzo[d]imidazol-2-yl)methyl)benzoyl)-3-azabicyclo[3.1.0]hexane-6-carboxylate ClC1=C(C(=O)N2C[C@H]3C([C@H]3C2)C(=O)OCC)C=CC(=C1CC1=NC2=C(N1C)C=C(C=C2C)C(F)(F)F)Cl